(2-Acetamido-4-fluoro-3-methyl-phenyl)-hydroxy-oxo-ammonium C(C)(=O)NC1=C(C=CC(=C1C)F)[N+](=O)O